COC1(C(C=C(C=C1)OC)C)O 1,4-dimethoxy-2-methylphenol